COC=1C=C(C=C(C1C)OC)C(C)=O 1-(3,5-dimethoxy-4-methylphenyl)ethanone